C(C1=CC=CC=C1)OCCCCOCCC=1C=NC(=NC1)C=1C(=NOC1C1CC1)C1=NN(C2=NC=NC(=C21)N)C(C)(C)C 3-[4-[5-[2-(4-benzyloxybutoxy)ethyl]pyrimidin-2-yl]-5-cyclopropyl-isoxazol-3-yl]-1-tert-butyl-pyrazolo[3,4-d]pyrimidin-4-amine